2-(4-(Tert-butyl)phenyl)-3-methyl-1-tosyl-1H-indole C(C)(C)(C)C1=CC=C(C=C1)C=1N(C2=CC=CC=C2C1C)S(=O)(=O)C1=CC=C(C)C=C1